tert-butyl (3-((3,6-dichloro-1,2,4-triazin-5-yl)amino)phenyl)carbamate ClC=1N=NC(=C(N1)NC=1C=C(C=CC1)NC(OC(C)(C)C)=O)Cl